COC1=CC=C(CNC(=O)C(C(=O)O)=C)C=C1 (4-methoxybenzylcarbamoyl)acrylic acid